2-Methyl-2-propanyl (3aS,4S,6aR)-4-hydroxyhexahydrocyclopenta[c]pyrrole-2(1H)-carboxylate O[C@H]1CC[C@H]2CN(C[C@H]21)C(=O)OC(C)(C)C